5-{1-fluoro-3-hydroxy-7-[(pyrrolidin-3-yl)methyl]naphthalen-2-yl}-1λ6,2,5-thiadiazolidine-1,1,3-trione FC1=C(C(=CC2=CC=C(C=C12)CC1CNCC1)O)N1CC(NS1(=O)=O)=O